C(C)OC(=C)C1=C(C=NC=C1)F 4-(1-ethoxyvinyl)-3-fluoropyridine